Cl.O=C1C2(CC(NC2)C(=O)N)CCN1 6-oxo-2,7-diazaspiro[4.4]nonane-3-carboxamide HCl